C(C1=CC=CC=C1)OC=1C=C(CNCCO)C=C(C1OCC1=CC=CC=C1)Cl 2-((3,4-bis(benzyloxy)-5-chlorobenzyl)amino)ethan-1-ol